5-(azetidin-1-yl)-N-(6-bromo-2-methoxy-3-pyridyl)-3-(4-fluorophenyl)isoxazole-4-carboxamide N1(CCC1)C1=C(C(=NO1)C1=CC=C(C=C1)F)C(=O)NC=1C(=NC(=CC1)Br)OC